ergosta-7,22-dien-3beta-ol CC(C)[C@@H](C)C=C[C@@H](C)[C@H]1CC[C@H]2C3=CCC4C[C@H](CC[C@]4(C)[C@H]3CC[C@]12C)O